methyl 2-((3S)-5,5-difluoro-1-(2-methyl-6-(3-methyl-4-(((tetrahydro-2H-pyran-2-yl)oxy)methyl)isoxazol-5-yl)pyridin-3-yl)piperidin-3-yl)acetate FC1(C[C@@H](CN(C1)C=1C(=NC(=CC1)C1=C(C(=NO1)C)COC1OCCCC1)C)CC(=O)OC)F